CC1=NN(C2=C1C=NC(=C2)NC(C)=O)C2=NC(=CC(=C2)C)C2OCCC2 N-(3-methyl-1-(4-methyl-6-(tetrahydrofuranyl)pyridin-2-yl)-1H-pyrazolo[4,3-c]pyridin-6-yl)acetamide